C1=CC=CC=2C3=CC=CC=C3C(C12)COC(=O)N1[C@@H](C[C@H](C1)OCCC)C(=O)O (2S,4R)-1-(9H-fluoren-9-ylmethoxycarbonyl)-4-propoxy-pyrrolidine-2-carboxylic acid